4-[3-(3,5-di-tert-butyl-4-hydroxyphenyl)propionyloxy]2,2,6,6-tetramethylpiperidine C(C)(C)(C)C=1C=C(C=C(C1O)C(C)(C)C)CCC(=O)OC1CC(NC(C1)(C)C)(C)C